acryloyloxyethylhexadecylbipyridinium C(C=C)(=O)OCCC=1C(=[N+](C=CC1)[N+]1=CC=CC=C1)CCCCCCCCCCCCCCCC